6-(6-(3-cyclopropyl-1H-1,2,4-triazol-1-yl)-2-azaspiro[3.3]Heptane-2-carbonyl)-2,6-diazaspiro[3.3]Heptane-2-carboxylic acid tert-butyl ester C(C)(C)(C)OC(=O)N1CC2(C1)CN(C2)C(=O)N2CC1(C2)CC(C1)N1N=C(N=C1)C1CC1